CC(=O)C1=CC(=C(C=C1)O)OC The molecule is an aromatic ketone that is 1-phenylethanone substituted by a hydroxy group at position 4 and a methoxy group at position 3. It has a role as a non-narcotic analgesic, a non-steroidal anti-inflammatory drug, an antirheumatic drug, a peripheral nervous system drug, an EC 1.6.3.1. [NAD(P)H oxidase (H2O2-forming)] inhibitor and a plant metabolite. It is a member of acetophenones, a methyl ketone and an aromatic ketone.